(4-Aminopiperidin-1-yl)(3-hydroxyadamantan-1-yl)methanone NC1CCN(CC1)C(=O)C12CC3(CC(CC(C1)C3)C2)O